5-(1-benzyl-3-(3-chlorophenyl)azetidin-3-yl)-4-methyl-4H-1,2,4-triazole-3-thiol C(C1=CC=CC=C1)N1CC(C1)(C1=CC(=CC=C1)Cl)C=1N(C(=NN1)S)C